C(C=CC1=CC=CC=C1)N1CCN(CC1)CCOC1=CC=C(C=C1)N1C=NC2=C1C=CC=C2 (4-(2-(4-cinnamylpiperazin-1-yl)ethoxy)phenyl)-1H-benzo[d]imidazole